O1CCN(CC1)C1=NC=CC(=N1)C=1C=C2C(=NC1)NC=C2 5-(2-morpholinopyrimidin-4-yl)-1H-pyrrolo[2,3-b]pyridine